S1C(=CC=C1)C1=C(C=C(C(=C1)C=CC1=CC=CC=C1)C=1SC=CC1)C=CC1=CC=CC=C1 2,5-dithienyl-1,4-distyrylbenzene